1,4-dihydroxyethylamino-9,10-anthraquinone OC(C)NC1=CC=C(C=2C(C3=CC=CC=C3C(C12)=O)=O)O